C12CNCC(CC1)N2CC2C(C2)C(=O)NC=2C=C1C(=CN2)N(C(=C1)C=1C(=NC=CC1OC)OC)C 2-((3,8-diazabicyclo[3.2.1]octan-8-yl)methyl)-N-(2-(2,4-dimethoxypyridin-3-yl)-1-methyl-1H-pyrrolo[2,3-c]pyridin-5-yl)cyclopropane-1-carboxamide